C(C1=CC=CC=C1)OC1=CC2=C(N(C(=N2)C2=CC(=CC=C2)C)CC2=CC=C(C=C2)Cl)C=C1 5-(Benzyloxy)-1-(4-Chlorobenzyl)-2-(3-methylphenyl)-1H-Benzo[d]imidazole